FC(OC1=C(C=CC(=C1)C(=O)N1CCOCC1)C1=NC=CC2=C1CN(C2=O)C2=CC=C(C=C2)F)F 4-[2-(difluoromethoxy)-4-(morpholine-4-carbonyl)phenyl]-2-(4-fluorophenyl)-2,3-dihydro-1H-pyrrolo[3,4-c]pyridin-1-one